(E)-tridecen-2-enecarbonitrile C(\C=C\C=CCCCCCCCC)C#N